ethylene glycol bis-(p-carboxyphenyl) ether C(=O)(O)C1=CC=C(C=C1)OCCOC1=CC=C(C=C1)C(=O)O